[Br-].C(CCC)C=1N(C=C[NH+]1)CCCC(=O)OC(CCC(CCCC(C)C)C)CCCCC(CCCCCCCCCCCCCCCCCC)CCCCCCCCCCCCCCCCCC butyl-1-(4-((2,6-dimethyl-14-octadecyldotriacontan-9-yl)oxy)-4-oxobutyl)-1H-imidazol-3-ium bromide